1-hydroxy-1-oxo-3H-1λ5,2-benziodoxol-3-one OI1(OC(C2=C1C=CC=C2)=O)=O